tert-butyl (2S,4S)-2-(cyanomethyl)-4-(6-fluoro-8-methyl-7-(6-methylpyridin-3-yl)-4-(methylsulfinyl)-1H-[1,2,3]triazolo[4,5-c]quinolin-1-yl)piperidine-1-carboxylate C(#N)C[C@H]1N(CC[C@@H](C1)N1N=NC=2C(=NC=3C(=C(C(=CC3C21)C)C=2C=NC(=CC2)C)F)S(=O)C)C(=O)OC(C)(C)C